5,6-dihydro-1,4-dithiine-2,3-dicarboxylic anhydride S1C2=C(SCC1)C(=O)OC2=O